BrC=1C(N(C(N(C1)C)=O)CC1=NC(=NO1)C[C@H](O)C1=CC=C(C=C1)Cl)=O 5-bromo-3-({3-[(2S)-2-(4-chlorophenyl)-2-hydroxyethyl]-1,2,4-oxadiazol-5-yl}methyl)-1-methylpyrimidine-2,4-dione